1,2-dimethyl-3-(3-methylbenzyl)imidazolium hydroxide [OH-].CN1C(=[N+](C=C1)CC1=CC(=CC=C1)C)C